2-(2-chlorophenyl)-N-(2-cyclopropyl-5-sulfamoyl-1,2,3,4-tetrahydroisoquinolin-7-yl)acetamide ClC1=C(C=CC=C1)CC(=O)NC1=CC(=C2CCN(CC2=C1)C1CC1)S(N)(=O)=O